2-(5-fluoro-2-(4-(piperidin-1-yl)-3-(1-(2-(pyrrolidin-1-yl)ethyl)-1H-indazole-3-carboxamido)benzamido)phenyl)acetic acid FC=1C=CC(=C(C1)CC(=O)O)NC(C1=CC(=C(C=C1)N1CCCCC1)NC(=O)C1=NN(C2=CC=CC=C12)CCN1CCCC1)=O